C1(CC1)C1=NC=NC(=C1C=1N=CC=2C(N1)=C(N(N2)COCC[Si](C)(C)C)CC2=CC=C(C=C2)C=2N(C=C(N2)C(F)(F)F)C)OC(F)F 5-(4-cyclopropyl-6-(difluoromethoxy)pyrimidin-5-yl)-3-(4-(1-methyl-4-(trifluoromethyl)-1H-imidazol-2-yl)benzyl)-2-((2-(trimethylsilyl)ethoxy)methyl)-2H-pyrazolo[4,3-d]pyrimidine